2-(4-chlorobutyl)imidazole ClCCCCC=1NC=CN1